N-(3-cyanophenyl)-5-(indolin-1-ylsulfonyl)-2-methoxybenzamide C(#N)C=1C=C(C=CC1)NC(C1=C(C=CC(=C1)S(=O)(=O)N1CCC2=CC=CC=C12)OC)=O